CS(=O)(=O)C1=NC=CC(=C1)C1(OC(CC1)C(F)(F)F)C(=O)N (2-(methylsulfonyl)pyridin-4-yl)-5-(trifluoromethyl)tetrahydrofuran-2-carboxamide